ethyl (R)-2-(2-amino-2-oxoethyl)-4-methyl-1,2,3,4-tetrahydroisoquinoline-7-carboxylate NC(CN1CC2=CC(=CC=C2[C@H](C1)C)C(=O)OCC)=O